tert-butyl N-[(1S)-2-[2-chloro-4-(2-furylmethylamino)-7-methyl-thieno[3,2-d]pyrimidin-6-yl]-1-methyl-ethyl]carbamate ClC=1N=C(C2=C(N1)C(=C(S2)C[C@H](C)NC(OC(C)(C)C)=O)C)NCC=2OC=CC2